ClC=1C=CC(=C(C#N)C1)S(=O)(=O)N1C[C@]([C@H](C1)OC1=C(C(=C(C=C1)F)F)F)(CO)O 5-chloro-2-(((3r,4s)-3-hydroxy-3-(hydroxymethyl)-4-(2,3,4-trifluorophenoxy)pyrrolidin-1-yl)sulfonyl)benzonitrile